1-methyl-2-phenyl-1H-indazole-3(2H)-one CN1N(C(C2=CC=CC=C12)=O)C1=CC=CC=C1